ClC=1N=CC2=C(N1)N(C=C2Cl)CC(COC2=NN(C(=C2[N+](=O)[O-])C)C2=C(N=C(O2)C)C)F 5-(3-(3-(2,5-dichloro-7H-pyrrolo[2,3-d]pyrimidin-7-yl)-2-fluoropropoxy)-5-methyl-4-nitro-1H-pyrazol-1-yl)-2,4-dimethyloxazole